(tert-butyl)-4,4-difluorospiro[chromane-2,4'-piperidine]-6,7-dicarboxylic acid C(C)(C)(C)N1CCC2(CC1)OC1=CC(=C(C=C1C(C2)(F)F)C(=O)O)C(=O)O